(1-(4-(trifluoromethyl)phenyl)-2,3-dihydro-1H-pyrido[2,3-b][1,4]thiazin-3-yl)methanamine FC(C1=CC=C(C=C1)N1C2=C(SC(C1)CN)N=CC=C2)(F)F